3-glycidoxy-1-propyl-trimethoxysilane C(C1CO1)OCCC[Si](OC)(OC)OC